ClC=1C=C(NC2(CCC3(C(CC4=CC=CC=C34)CC(COC)(F)F)CC2)C(=O)O)C=CC1 (1r,4r)-4-(3-Chloroanilino)-2'-(2,2-difluoro-3-methoxypropyl)-2',3'-dihydrospiro[cyclohexane-1,1'-indene]-4-carboxylic acid